C(C)C1CN(CCO1)C1=NN2C(N=C(C=C2)C2=C(C=C(C=C2C)C)O)=N1 2-[2-(2-ethylmorpholin-4-yl)-[1,2,4]triazolo[1,5-a]pyrimidin-5-yl]-3,5-dimethyl-phenol